C(=CCCCCCCCCCCCCCCCC)SC=1SC(=NN1)SC=CCCCCCCCCCCCCCCCC 2,5-bis(octadecenylthio)-1,3,4-thiadiazole